(4S)-4-(4-bromo-2,3-difluoro-phenyl)-3,3-difluoro-piperidine BrC1=C(C(=C(C=C1)[C@H]1C(CNCC1)(F)F)F)F